(R)-N-benzyl-phenylethylamine C(C1=CC=CC=C1)NCCC1=CC=CC=C1